N1(C=NC=C1)C1CN(C1)C(=O)[C@@H]1CCC[C@H]2N1C([C@H](CCC2)NC(=O)C2=CC1=C(S2)C=CC(=C1)C(F)(F)P(O)(O)=O)=O ((2-(((4S,7S,10aS)-4-(3-(1H-imidazol-1-yl)azetidine-1-carbonyl)-6-oxodecahydropyrido[1,2-a]azepin-7-yl)carbamoyl)benzo[b]thiophen-5-yl)difluoromethyl)phosphonic acid